C(CC(=O)OOC(=O)CCC(=O)O)C(=O)O Disuccinoyl peroxide